2-iodo-5-methyl-3-(trifluoromethyl)pyrazine IC1=NC=C(N=C1C(F)(F)F)C